NC1=C(CN(C2=NC(=CC=C12)C(F)(F)F)C1=CC=C(C=C1)Cl)C=1C=C2N=C(C=NC2=CC1)O 4-amino-1-(4-chlorophenyl)-3-(3-hydroxyquinoxalin-6-yl)-7-(trifluoromethyl)-1,8-naphthyridine